BrC1=C(C=2SCC[C@@H]3N(C2N=C1)CCNC3)Cl (S)-3-bromo-4-chloro-6,7,7a,8,10,11-hexahydro-9H-pyrazino[1,2-d]pyrido[3,2-b][1,4]thiazepin